ortho-propyl-phenol C(CC)C1=C(C=CC=C1)O